[As].C[Ge](C)C.C[Ge](C)C.C[Ge](C)C tris(trimethylgermanium) arsenic